BrC1=CC=C2C(=N1)N=C(N2C[C@H]2OCC2)CCl (S)-5-bromo-2-(chloromethyl)-1-(oxetan-2-ylmethyl)-1H-imidazo[4,5-b]pyridine